N-[(S)-{5-[4-(dimethylcarbamoyl)-3,6-dihydro-2H-pyran-5-yl]-4-fluoro-1H-benzimidazol-2-yl}(4-methylcyclohexyl)methyl]-3-ethylisoxazole-4-carboxamide CN(C(=O)C=1CCOCC1C1=C(C2=C(NC(=N2)[C@@H](NC(=O)C=2C(=NOC2)CC)C2CCC(CC2)C)C=C1)F)C